Methylazetat COC(=O)C1=NC=C1